N-(amino(5-(2-hydroxypropan-2-yl)-2-methoxyphenyl)(oxo)-λ6-sulfaneylidene)-2-(4-cyano-2,6-diisopropylphenyl)acetamide NS(=NC(CC1=C(C=C(C=C1C(C)C)C#N)C(C)C)=O)(=O)C1=C(C=CC(=C1)C(C)(C)O)OC